C\C(=C/CC=1C(C2=CC=CC=C2C(C1C)=O)=O)\CC\C=C(\CC\C=C(\CC\C=C(\CC\C=C(\CC\C=C(\CCC=C(C)C)/C)/C)/C)/C)/C 2-((2E,6E,10E,14E,18E,22E)-3,7,11,15,19,23,27-heptamethyl-octacosa-2,6,10,14,18,22,26-heptaenyl)-3-methyl-[1,4]naphthoquinone